(4Z)-2-[(3-Hydroxy-1-adamantyl)amino]-4-(quinoxalin-6-ylmethylene)-1H-imidazol-5-one OC12CC3(CC(CC(C1)C3)C2)NC=2NC(/C(/N2)=C/C=2C=C3N=CC=NC3=CC2)=O